(R)-2-{[(2R,3R,4R,5R)-5-(2,4-dioxo-3,4-dihydro-2H-pyrimidin-1-yl)-4-fluoro-3-hydroxy-4-methyl-tetrahydro-furan-2-ylmethoxy]-phenoxy-phosphorylamino}-propionic acid butyl ester C(CCC)OC([C@@H](C)N=P(=O)OC1=C(C=CC=C1)OC[C@H]1O[C@H]([C@]([C@@H]1O)(C)F)N1C(NC(C=C1)=O)=O)=O